(Z)-1-(2-acetyl-4-(1-(5-(trifluoromethyl)pyridin-2-yl)-1H-1,2,4-triazol-3-yl)phenyl)-3-(3-(2-isopropyl-5-methylphenyl)-4-oxothiazolidin-2-ylidene)urea C(C)(=O)C1=C(C=CC(=C1)C1=NN(C=N1)C1=NC=C(C=C1)C(F)(F)F)NC(=O)\N=C\1/SCC(N1C1=C(C=CC(=C1)C)C(C)C)=O